3-(bis(4-fluorophenyl)methyl)-N-(4-(trifluoromethoxy)benzyl)piperidine-1-sulfonamide FC1=CC=C(C=C1)C(C1CN(CCC1)S(=O)(=O)NCC1=CC=C(C=C1)OC(F)(F)F)C1=CC=C(C=C1)F